(1R,2R)-2-fluoro-N-(3-(6-((S,E)-1-hydroxybut-2-en-1-yl-1-d)-4-methylpyridin-3-yl)-1-methyl-2-oxo-1,2-dihydro-1,6-naphthyridin-7-yl)cyclopropane-1-carboxamide F[C@H]1[C@H](C1)C(=O)NC1=NC=C2C=C(C(N(C2=C1)C)=O)C=1C=NC(=CC1C)[C@@](\C=C\C)([2H])O